5-chloro-N-[(8R,9aS)-8-hydroxy-7-oxo-8,9,9a,10-tetrahydro-5H,7H-pyrido[3,2-f]pyrrolo[2,1-c][1,4]oxazepin-3-yl]-2-methoxybenzenesulfonamide ClC=1C=CC(=C(C1)S(=O)(=O)NC1=CC=2CN3[C@H](COC2N=C1)C[C@H](C3=O)O)OC